C(C)(C)(C)N(C(O)=O)[C@@H](C)CCO[C@H](C)C1=NC=CC(=C1)Cl.P(=O)(O)(O)CCCCCCC1=CC=C(C=C)C=C1 4-(6-phosphonohexyl)styrene tert-butyl-((S)-4-((R)-1-(4-chloropyridin-2-yl)ethoxy)butan-2-yl)carbamate